FC(C(=O)O)(F)F.CN(C1=CC=C(C(=O)NC2=CC(=CC=C2)C#CC2=NC=CC=C2)C=C1)C 4-(Dimethylamino)-N-(3-(pyridin-2-ylethynyl)phenyl)benzamide, trifluoroacetate salt